(2R)-2-[5-(2-Cyclopropylphenyl)-1,2,4-oxadiazol-3-yl]-1,1-difluoro-6-azaspiro[2.5]octan-6-sulfonamid C1(CC1)C1=C(C=CC=C1)C1=NC(=NO1)[C@@H]1C(C12CCN(CC2)S(=O)(=O)N)(F)F